C(C)(=O)OCCCCCCCC\C=C/C=C (Z)-9,11-dodecadienyl acetate